N-[4-amino-6-(trifluoromethyl)-3-pyridyl]-3-ethylsulfonyl-N-methyl-5-(trifluoromethyl)-6-[4-(trifluoromethyl)phenyl]pyridine-2-carboxamide NC1=C(C=NC(=C1)C(F)(F)F)N(C(=O)C1=NC(=C(C=C1S(=O)(=O)CC)C(F)(F)F)C1=CC=C(C=C1)C(F)(F)F)C